FC1(OC2=C(O1)C=CC=C2NC(C(C(=O)N[C@H]2C=C[C@H](C2)C(=O)OC(C)C)OC)=O)F isopropyl (1S,4R)-4-[[3-[(2,2-difluoro-1,3-benzodioxol-4-yl)amino]-2-methoxy-3-oxo-propanoyl]amino]cyclopent-2-ene-1-carboxylate